[(2E)-3-(4-chloro-2-hydroxyphenyl)prop-2-en-1-ylidene]-L-arginine ClC1=CC(=C(C=C1)/C=C/C=N[C@@H](CCCNC(N)=N)C(=O)O)O